tert-butyl (5-(4-(5-(1-(2,2-difluoroethyl)-3-(trifluoromethyl)-1H-pyrazol-4-yl)-1-methyl-1H-imidazole-2-carboxamido)-2-ethylbenzamido)pentyl)glycinate FC(CN1N=C(C(=C1)C1=CN=C(N1C)C(=O)NC1=CC(=C(C(=O)NCCCCCNCC(=O)OC(C)(C)C)C=C1)CC)C(F)(F)F)F